1,2-dimethyl-anthracene CC1=C(C=CC2=CC3=CC=CC=C3C=C12)C